6-amino-7-methyl-1-[(1S)-1-phenylethyl]quinoxalin NC=1C=C2N=CCN(C2=CC1C)[C@@H](C)C1=CC=CC=C1